ClP(C=1OC=CC1)C=1OC=CC1 Chlorodi(furan-2-yl)phosphine